ClC=1C=C(C=CC1)[C@@H](CO)NC(=O)C1=CN(C=C1)C1=NC(=NC=C1C)N[C@H]1COCC1 N-((S)-1-(3-chlorophenyl)-2-hydroxyethyl)-1-(5-methyl-2-(((R)-tetrahydrofuran-3-yl)amino)pyrimidin-4-yl)-1H-pyrrole-3-amide